cyclopropyl-N-[6-methoxy-2-(2-methylsulfonylethyl)pyrazolo[1,5-a]pyridin-5-yl]-2-oxo-pyridine-3-carboxamide C1(CC1)C1=C(C(NC=C1)=O)C(=O)NC1=CC=2N(C=C1OC)N=C(C2)CCS(=O)(=O)C